CC(CO)(C(CC)(O)C)C 2,2,3-trimethylpentane-1,3-diol